O=C1NC(CCC1N1C(C2=CC=CC(=C2C1=O)NCCC[C@H]1CN(CCO1)C(=O)OC(C)(C)C)=O)=O tert-butyl (2S)-2-[3-[[2-(2,6-dioxo-3-piperidyl)-1,3-dioxo-isoindolin-4-yl] amino] propyl]morpholine-4-carboxylate